ClC1=CC(=C2C(=N1)NC=C2)N2CC1=C(N=CN=C1N1CCC(CC1)S(=O)(C)=N)C[C@H]2C (1-((R)-6-(6-chloro-1H-pyrrolo[2,3-b]pyridin-4-yl)-7-methyl-5,6,7,8-tetrahydropyrido[4,3-d]pyrimidin-4-yl)piperidin-4-yl)(imino)(methyl)-λ6-sulfanone